N1=CC=C(C=C1)C=1SC=2N=C(SC2N1)C1=CC=NC=C1 2,5-di(pyridine-4-yl)thiazolo[5,4-d]thiazole